5-(4,4-difluoropiperidin-3-yl)-3-(2-hydroxypropan-2-yl)pyridin-2(1H)-one FC1(C(CNCC1)C=1C=C(C(NC1)=O)C(C)(C)O)F